CN1[C@@H](CCC1)COC1(NC2=NC=CN=C2C(N1)=O)N 2-(((S)-1-methylpyrrolidin-2-yl)methoxy)pterin